7-Fluoro-8-(hydroxymethyl)-2,4-dimethyl-4H-imidazo[1,5,4-de]quinoxalin-5(6H)-one FC1=C(C=C2C=3N(C(C(NC13)=O)C)C(=N2)C)CO